ClC1=C(C=C(C=C1)F)C=O 2-chloro-5-fluorobenzene-1-carbaldehyde